C(C)ON1C(C2=C(N(C(C=C2CC1)=O)C)NC1=C(C=C(C=C1)I)F)=O 2-ethoxy-8-((2-fluoro-4-iodophenyl)amino)-7-methyl-3,4-dihydro-2,7-naphthyridine-1,6(2h,7h)-dione